ClC=1C=C(C=C(C1OCCCl)Cl)C(C)(C)C1=CC=C(C=C1)OS(=O)(=O)C(F)(F)F 4-(2-(3,5-dichloro-4-(2-chloroethoxy)phenyl)propan-2-yl)phenyl-trifluoromethanesulfonic acid